2-fluoro-4-{[2-(1-methylpyrazol-4-yl)pyridin-4-yl]oxy}aniline FC1=C(N)C=CC(=C1)OC1=CC(=NC=C1)C=1C=NN(C1)C